C(#N)C1=C(C2=C(S1)C=CC=C2)CCNC2=CC(=NC=N2)C2=CC(=C(C=C2)CC(=O)O)OCC (4-{6-[2-(2-Cyano-benzo[b]thiophen-3-yl)-ethylamino]-pyrimidin-4-yl}-2-ethoxyphenyl)-acetic acid